[I-].O1C(=NC=C1)[N+]1(CCNCC1)C1=CC=CC=C1 oxazol-2-yl(phenyl)piperazin-1-ium iodide